C(C=CC=CC=CC=CC=CC=CCCCCCCCCC)(=O)NCCOC(C1=CC=C(C=C1)CCCC)=O 4-n-butylbenzoic acid-(docosahexenoylaminoethyl) ester